COC1=CC=C(COCCCC(CCO)CCCCCCCCCC=CCC=CCCCCC)C=C1 3-(3-((4-methoxybenzyl)oxy)propyl)docosa-13,16-dien-1-ol